CCCCCCCCCCCCCCCC/C=C\OC[C@H](COP(=O)(O)OC[C@H](CO)O)OC(=O)CCCCCCCCCCCC 1-(1Z-octadecenyl)-2-tridecanoyl-glycero-3-phospho-(1'-sn-glycerol)